CN(CCN1N=CC2=CC(=CC=C12)N)C (2-(dimethylamino)ethyl)-1H-indazol-5-amine